[(1R,4R)-6-methoxy-1-methyl-4-(1-methylpyrazol-4-yl)-3,4-dihydro-1H-isoquinolin-2-yl]-(2-phenyltetrazol-5-yl)methanone COC=1C=C2[C@@H](CN([C@@H](C2=CC1)C)C(=O)C=1N=NN(N1)C1=CC=CC=C1)C=1C=NN(C1)C